OC1=C(\C=C\C(=O)NN)C=C(C=C1)C (E)-N'-(2-hydroxy-5-methylbenzylidene)acetylhydrazine